[In].[B].[Li] lithium boron indium